(1R,2R,3aS,10aR)-1-{(1E,3ξ)-3-[1-(2,6-difluorophenyl)cyclobutyl]-3-hydroxy-1-propen-1-yl}-2-hydroxy-2,3,3a,9,10,10a-hexahydro-1H-benzo[b]cyclopenta[f]oxepin-6-carboxylic acid FC1=C(C(=CC=C1)F)C1(CCC1)C(/C=C/[C@H]1[C@@H](C[C@H]2[C@@H]1CCC1=C(O2)C=C(C=C1)C(=O)O)O)O